F[C@@]1(C[C@H](N(C1)C(=O)O)C(=O)O)C (2S,4R)-4-Fluoro-4-methyl-pyrrolidine-1,2-dicarboxylic acid